3-phenyl-1H-inden-1-ylidenruthenium(II) dichlorid C1(=CC=CC=C1)C1=CC(C2=CC=CC=C12)=[Ru-2](Cl)Cl